4-methylaminophenyl boronate B(OC1=CC=C(C=C1)NC)[O-]